C12CCC(CC1)N2CC2=C(C#N)C(=CC=C2)F 2-((7-azabicyclo[2.2.1]hept-7-yl)methyl)-6-fluorobenzonitrile